1-(3-amino-1-(4-((6-amino-9H-purin-9-yl)methyl)-6-(2,5-difluoro-4-methoxyphenyl)pyridin-3-yl)piperidin-3-yl)-2,2-difluoroethan-1-ol NC1(CN(CCC1)C=1C=NC(=CC1CN1C2=NC=NC(=C2N=C1)N)C1=C(C=C(C(=C1)F)OC)F)C(C(F)F)O